toluenesulphonic acid CC1=CC=C(C=C1)S(=O)(=O)O